2,6-diphenyl-benzo[1,2-B:4,5-B']dithiophene C1(=CC=CC=C1)C1=CC=2C(S1)=CC1=C(SC(=C1)C1=CC=CC=C1)C2